4-(2-cyanoethyl)heptane C(#N)CCC(CCC)CCC